6-(3,4-difluorophenyl)-3-methyl-1-(pyridazin-3-ylmethyl)imidazo[4,5-b]pyridin-2-one FC=1C=C(C=CC1F)C=1C=C2C(=NC1)N(C(N2CC=2N=NC=CC2)=O)C